N-(t-butoxycarbonyl)-β,β-dimethyl-L-phenylalanine C(C)(C)(C)OC(=O)N[C@@H](C(C1=CC=CC=C1)(C)C)C(=O)O